O=C1N(CC2=CC(=CC=C12)O[C@H]1[C@H](CCC1)N1CC(C1)C1=NC=CC=C1)N1C(CCCC1=O)=O (1-oxo-5-(((cis)-2-(3-(pyridin-2-yl)azetidin-1-yl)cyclopentyl)oxy)isoindolin-2-yl)piperidine-2,6-dione